2-(2-chloropyrimidin-5-yl)propionate ClC1=NC=C(C=N1)C(C(=O)[O-])C